(S)-N-ethyl-2-((4-(3-((7-(ethanesulfonamido)-2-azaspiro[3.5]nonan-2-yl)methyl)pyrrolidin-1-yl)pyrimidin-5-yl)oxy)-5-fluoro-N-isopropylbenzamide C(C)N(C(C1=C(C=CC(=C1)F)OC=1C(=NC=NC1)N1C[C@@H](CC1)CN1CC2(C1)CCC(CC2)NS(=O)(=O)CC)=O)C(C)C